C(C)(C)(C)C1=C(C(=CC(=C1)Cl)C(C)(C)C)C=1C(C=CCC1)=C 2,6-di-tert-butyl-4-chlorophenyl-methylene-2,5-cyclohexadiene